C1(=CC=CC=C1)C=1N=C(OC1C1=CC=CC=C1)SCC(=O)NC(CO)C 2-(4,5-diphenyloxazol-2-yl)sulfanyl-N-(2-hydroxy-1-methyl-ethyl)acetamide